tert-Butyl 4-[[4-(7-bromoquinoxalin-2-yl)pyrazol-1-yl]methyl]piperidine-1-carboxylate BrC1=CC=C2N=CC(=NC2=C1)C=1C=NN(C1)CC1CCN(CC1)C(=O)OC(C)(C)C